Cl.Cl.NCCCCN(C1=C2CN(C(C2=CC=C1)=O)C1C(NC(CC1)=O)=O)CCCN 3-(4-((4-Aminobutyl)(3-aminopropyl)amino)-1-oxoisoindolin-2-yl)piperidine-2,6-dione dihydrochloride